C1(CCCCCC1)CNC(=O)C1=CC2=C(NC(=N2)CC2=C(C=CC=C2OC)F)C=C1 N-(Cycloheptylmethyl)-2-[(2-fluoro-6-methoxy-phenyl)methyl]-1H-benzimidazole-5-carboxamide